FC=1C(=NC=C(C1)C)SC=1C=2N(C=C(C1)C=1C=NN(C1C)C1CCN(CC1)C)N=CC2C#N 4-((3-fluoro-5-methylpyridin-2-yl)thio)-6-(5-methyl-1-(1-methylpiperidin-4-yl)-1H-pyrazol-4-yl)pyrazolo[1,5-a]pyridine-3-carbonitrile